BrC=1C=C2C3(CN(C2=CC1)C(C)CCCC=O)CC3 5'-bromo-1'-(Oxohexan-2-yl)spiro[cyclopropane-1,3'-indole]